(2R,5S)-5-{4-[4-(trifluoromethyl)phenyl]-phenyl}-1H-pyrrole-2-carboxamide FC(C1=CC=C(C=C1)C1=CC=C(C=C1)C1=CC=C(N1)C(=O)N)(F)F